Zinc di-(acetyl lysinate) C(C)(=O)N[C@@H](CCCCN)C(=O)[O-].C(C)(=O)N[C@@H](CCCCN)C(=O)[O-].[Zn+2]